4,4-dihydroxybenzene-pentanoic acid OC1(CC=C(C=C1)CCCCC(=O)O)O